N-((2-(6-(2-(2,2-difluoroethyl)piperazin-1-yl)pyridin-2-yl)-1,6-naphthyridin-7-yl)methyl)-4-methyl-3-(methylsulfonyl)benzamide FC(CC1N(CCNC1)C1=CC=CC(=N1)C1=NC2=CC(=NC=C2C=C1)CNC(C1=CC(=C(C=C1)C)S(=O)(=O)C)=O)F